methyl 6-(1-(adamantan-1-ylmethyl)-5-methyl-1H-pyrazol-4-yl)-3-(6-nitropyridin-3-yl)-3H-imidazo[4,5-b]pyridine-7-carboxylate C12(CC3CC(CC(C1)C3)C2)CN2N=CC(=C2C)C=2C(=C3C(=NC2)N(C=N3)C=3C=NC(=CC3)[N+](=O)[O-])C(=O)OC